2-(methylamino)butanamide 2,2-difluoroethyl-(4-cyclobutyl-3-cyclopentyl-1-methyl-1H-pyrazol-5-yl)carbamate FC(CN(C(O)=O)C1=C(C(=NN1C)C1CCCC1)C1CCC1)F.CNC(C(=O)N)CC